2-acetamido-8-nitroquinoline C(C)(=O)NC1=NC2=C(C=CC=C2C=C1)[N+](=O)[O-]